1-(4-bromobenzyl)-4-methylpyridin-2(1H)-one BrC1=CC=C(CN2C(C=C(C=C2)C)=O)C=C1